N-(3-(4-(1H-indazol-5-yl)phenyl)propyl)-2-methylthiazole-5-carboxamide N1N=CC2=CC(=CC=C12)C1=CC=C(C=C1)CCCNC(=O)C1=CN=C(S1)C